C(#N)C1(CN(CC1)C(=O)NC=1SC(=C(N1)C1=CC(=CC=C1)C#N)C1=CC(=NC(=C1)C)C)C 3-cyano-N-[4-(3-cyanophenyl)-5-(2,6-dimethyl-4-pyridinyl)thiazol-2-yl]-3-methyl-pyrrolidine-1-carboxamide